tert-butyl 3-(2-hydroxy ethyl)-1H-pyrrole-2-carboxylate OCCC1=C(NC=C1)C(=O)OC(C)(C)C